spiro[2.3]hexane-5-ol C1CC12CC(C2)O